2-[6-amino-5-[8-[2-[3-(7-oxa-4-azaspiro[2.5]octan-4-yl)prop-1-ynyl]-4-pyridyl]-3,8-diazabicyclo[3.2.1]octan-3-yl]pyridazin-3-yl]phenol NC1=C(C=C(N=N1)C1=C(C=CC=C1)O)N1CC2CCC(C1)N2C2=CC(=NC=C2)C#CCN2C1(CC1)COCC2